BrC1=CC(=NC=C1Cl)O[C@H]1CN(CC1)C1=C(C(N(N=C1)C1OCCCC1)=O)Cl 5-[(3R)-3-[(4-bromo-5-chloro-2-pyridyl)oxy]pyrrolidin-1-yl]-4-chloro-2-tetrahydropyran-2-yl-pyridazin-3-one